methyl 3-(9-((3-(((tert-butoxycarbonyl)amino)methyl)benzyl)carbamoyl)-4,5-dihydrobenzo[b]thieno[2,3-d]oxepin-8-yl)-6-(propylcarbamoyl)picolinate C(C)(C)(C)OC(=O)NCC=1C=C(CNC(=O)C2=CC3=C(OCCC4=C3SC=C4)C=C2C=2C(=NC(=CC2)C(NCCC)=O)C(=O)OC)C=CC1